C(C)(C)(C)[Si](OCC12C(C(C(C(C=C1)(O2)CO[Si](C)(C)C(C)(C)C)Cl)=O)Cl)(C)C 1,5-bis[[tertbutyl(dimethyl)silyl]oxymethyl]-2,4-dichloro-8-oxabicyclo[3.2.1]oct-6-en-3-one